E-6-(1,3-dihydro-4-hydroxy-6-methoxy-7-methyl-3-oxo-5-isobenzofuranyl)-4-methyl-4-hexenoic acid OC1=C2C(OCC2=C(C(=C1C/C=C(/CCC(=O)O)\C)OC)C)=O